4-(2-(5-cyclopropyl-4,7-difluoro-3,3-dimethyl-2-oxoindol-1-yl)acetamido)-3-(trifluoromethyl)pentanoic acid C1(CC1)C=1C(=C2C(C(N(C2=C(C1)F)CC(=O)NC(C(CC(=O)O)C(F)(F)F)C)=O)(C)C)F